2-(pyrrolidin-1-yl)-6-(1-trityl-1H-imidazol-4-yl)pyrazine N1(CCCC1)C1=NC(=CN=C1)C=1N=CN(C1)C(C1=CC=CC=C1)(C1=CC=CC=C1)C1=CC=CC=C1